ClC=1C=C(C=CC1)C1=CC(=CC=C1F)C1=NN(C=C1CC1=CC=C(C=C1)S(N)(=O)=O)C=1SC=C(N1)C(=O)O 2-(3-(3'-chloro-6-fluoro-[1,1'-biphenyl]-3-yl)-4-(4-sulfamoylbenzyl)-1H-pyrazol-1-yl)thiazole-4-carboxylic acid